1-(7-bromo-2,6-dichloro-8-fluoro-quinazolin-4-yl)azepan-4-ol BrC1=C(C=C2C(=NC(=NC2=C1F)Cl)N1CCC(CCC1)O)Cl